2-[4-(trifluoromethyl)thiazol-2-yl]ethanol FC(C=1N=C(SC1)CCO)(F)F